(3R,5aS,6R,8aS,9S,11R,11aR)-N-[4-chloro-3-(2-pyridinyl)phenyl]octahydro-3,6,9-trimethyl-3,11-epoxy-3H,11H-furo[3,4-j]-1,2-benzodioxepin-9-carboxamide ClC1=C(C=C(C=C1)NC(=O)[C@]1(O[C@H]2[C@]34[C@@H](CC[C@@](OO3)(O2)C)[C@@H](CC[C@H]41)C)C)C4=NC=CC=C4